perhydro-1,4-oxazepine-3-one O1CC(NCCC1)=O